3-(((2S,5S)-4-(4-fluorobicyclo[2.2.1]heptane-1-carbonyl)-2,3,4,5-tetrahydro-2,5-methanopyrido[3,4-f][1,4]oxazepin-9-yl)ethynyl)benzonitrile FC12CCC(CC1)(C2)C(=O)N2C[C@H]1OC3=C([C@@H]2C1)C=NC=C3C#CC=3C=C(C#N)C=CC3